3-(2-methoxypyridin-3-yl)-2-oxopiperidine-1,3-dicarboxylic acid 1-benzyl ester 3-methyl ester COC(=O)C1(C(N(CCC1)C(=O)OCC1=CC=CC=C1)=O)C=1C(=NC=CC1)OC